5-(2-morpholinoethoxy)nicotinaldehyde O1CCN(CC1)CCOC=1C=NC=C(C=O)C1